Benzyl 4-(4-(ethoxycarbonyl) phenyl)-1,4-diazacycloheptane-1-carboxylate C(C)OC(=O)C1=CC=C(C=C1)N1CCN(CCC1)C(=O)OCC1=CC=CC=C1